8-thia-1,6-diazabicyclo-[4.3.0]nonan-7-one N12CCCCN2C(SC1)=O